FC(C)(F)C1=NC(=CC(=N1)NC1=CC(=NC=C1C1=NN2C(CN([C@@H](C2)C)C)=C1)NC(C)=O)C (R)-N-(4-((2-(1,1-difluoroethyl)-6-methylpyrimidin-4-yl)amino)-5-(5,6-dimethyl-4,5,6,7-tetrahydropyrazolo[1,5-a]pyrazin-2-yl)pyridin-2-yl)acetamide